N-(5-chloro-2,3-dihydro-1H-inden-2-yl)pyrimidin-2-amine ClC=1C=C2CC(CC2=CC1)NC1=NC=CC=N1